NC1=CC=C(C(=N1)C(F)F)C1=C2CCN(C(C2=CC(=C1)CCN(C)CC)=O)C(C)C1=NC=C(C#N)C(=C1)OCC 6-(1-(5-(6-amino-2-(difluoromethyl)pyridin-3-yl)-7-(2-(ethyl(methyl)amino)ethyl)-1-oxo-3,4-dihydroisoquinolin-2(1H)-yl)ethyl)-4-ethoxynicotinonitrile